[Si](C)(C)(C(C)(C)C)OC[C@H]1CN(CCN1)C(=O)OC(C)(C)C tert-butyl (3R)-3-[[tert-butyl(dimethyl)silyl]oxymethyl]piperazine-1-carboxylate